5-(((S)-1-(3-((2S,5R)-4-(5-cyclopropylpyrimidin-2-yl)-2,5-dimethylpiperazin-1-yl)-3-oxopropoxy)propan-2-yl)amino)-4-(trifluoromethyl)pyridazin-3(2H)-one C1(CC1)C=1C=NC(=NC1)N1C[C@@H](N(C[C@H]1C)C(CCOC[C@H](C)NC1=C(C(NN=C1)=O)C(F)(F)F)=O)C